5-(5-methoxypyrazin-2-yl)-2-(pyridin-3-yl)-1,3-benzoxazole COC=1N=CC(=NC1)C=1C=CC2=C(N=C(O2)C=2C=NC=CC2)C1